ClC1=C(C=CC=C1NC=1N=CC=C2C=C(C=NC12)CN1CCCC1)C1=C(C(=CC=C1)C=1SC2=C(N1)CN(C2)C(CN(C)C)=O)C (R)-1-((8-((2-Chloro-3'-(5-(dimethylglycyl)-5,6-dihydro-4H-pyrrolo[3,4-d]thiazol-2-yl)-2'-methyl-[1,1'-biphenyl]-3-yl)amino)-1,7-naphthyridin-3-yl)methyl)pyrrolidin